2,6,10-dodecatrienal C(C=CCCC=CCCC=CC)=O